C[C@H]1COCCN1CC1(CC1)CO (S)-(1-((3-methylmorpholino)methyl)cyclopropyl)methanol